IC1=CN(C=2N=CC=3CNCCC3C21)S(=O)(=O)C2=CC=C(C)C=C2 1-iodo-3-tosyl-6,7,8,9-tetrahydro-3H-pyrrolo[2,3-c][2,7]naphthyridine